BrC(C1=CC=CC=C1)S(=O)(=O)[O-] bromotoluenesulfonate